C(C1=CC=CC=C1)N[C@H](CO)C1CC1 (2S)-2-(benzylamino)-2-cyclopropyl-ethanol